[7-[5-fluoro-6-[5-(trifluoromethyl)-1,3,4-oxadiazol-2-yl]-3-pyridyl]pyrazolo[1,5-a]pyridin-3-yl]-(1-piperidyl)methanone FC=1C=C(C=NC1C=1OC(=NN1)C(F)(F)F)C1=CC=CC=2N1N=CC2C(=O)N2CCCCC2